3-(9-((6-(aminomethyl)-5-(trifluoromethyl)pyridin-3-yl)carbamoyl)-4,5-dihydrobenzo[b]thieno[2,3-d]oxepin-8-yl)-6-(propylcarbamoyl)picolinic acid NCC1=C(C=C(C=N1)NC(=O)C1=CC2=C(OCCC3=C2SC=C3)C=C1C=1C(=NC(=CC1)C(NCCC)=O)C(=O)O)C(F)(F)F